C(C)OC(=O)C1=C(N=C(S1)NC1=NC(=CC(=N1)N1CCN(CC1)C)NCC1=CC=C(C=C1)C1=NN=NN1)C 4-methyl-2-[4-(4-methyl-piperazin-1-yl)-6-[4-(1H-tetrazol-5-yl)-benzylamino]-pyrimidin-2-ylamino]-thiazole-5-carboxylic acid ethyl ester